ClC=1C=C(C(=NC1)N1CCN(CC1)C(=O)OC(C)(C)C)OC tert-butyl 4-(5-chloro-3-methoxypyridin-2-yl)piperazine-1-carboxylate